COC1=CC=C(C=N1)CN1C2CN(CC1C2)C2=CC=C(C=N2)C=2C=1N(C=C(C2)OC2CCNCC2)N=CC1C#N 4-(6-(6-((6-methoxypyridin-3-yl)methyl)-3,6-diazabicyclo[3.1.1]hept-3-yl)pyridin-3-yl)-6-(piperidin-4-yloxy)pyrazolo[1,5-a]pyridine-3-carbonitrile